2-methyl-3-(2-pyridyl)cyclopropanecarboxamide CC1C(C1C1=NC=CC=C1)C(=O)N